1-(3,5-dicarboxybenzyl)-1'-methyl-4,4'-bipyridine chloride [Cl-].C(=O)(O)C=1C=C(CN2C=CC(C=C2)=C2C=CN(C=C2)C)C=C(C1)C(=O)O